CC1=NN=C2N1C1=CC=CC=C1C(=N2)NC2=CC(=CC=C2)C#CC methyl-N-(3-(prop-1-yn-1-yl)phenyl)-[1,2,4]triazolo[4,3-a]quinazolin-5-amine